N1(CCCCC1)C12CC(C1)(C2)NC(OCC=2C=C1C(N(CC1=CC2)C2C(NC(CC2)=O)=O)=O)=O (2-(2,6-dioxopiperidin-3-yl)-3-oxoisoindolin-5-yl)methyl (3-(piperidin-1-yl)bicyclo[1.1.1]pentan-1-yl)carbamate